N-[(2S)-1-[4-(benzenesulfonyl)piperazin-1-yl]propan-2-yl]-8-[1-methyl-3-(trifluoromethyl)-1H-pyrazol-4-yl]quinazolin-4-amine C1(=CC=CC=C1)S(=O)(=O)N1CCN(CC1)C[C@H](C)NC1=NC=NC2=C(C=CC=C12)C=1C(=NN(C1)C)C(F)(F)F